[Na+].OC1=CC=C(C=C1)CC(C(=O)[O-])NC(C(C)(NC(C=C)=O)C)=O 3-(4-Hydroxyphenyl)-2-[[2-methyl-2-(prop-2-enoylamino)propanoyl]amino]propanoic acid, sodium salt